(6R)-17-Amino-6-hydroxy-12-(1-naphthylmethyl)-6,15-bis(trifluoromethyl)-19-oxa-3,4,12,18-tetrazatricyclo[12.3.1.12,5]nonadeca-1(18),2,4,14,16-pentaen-13-one NC1=CC(=C2C(N(CCCCC[C@@](C3=NN=C(C1=N2)O3)(C(F)(F)F)O)CC3=CC=CC2=CC=CC=C32)=O)C(F)(F)F